calcium-magnesium carbon 3-benzyl 8-(tert-butyl) (1S,2S,5R)-2-(oxiran-2-yl)-3,8-diazabicyclo[3.2.1]octane-3,8-dicarboxylate O1C(C1)[C@@H]1[C@@H]2CC[C@H](CN1C(=O)OCC1=CC=CC=C1)N2C(=O)OC(C)(C)C.[C].[Mg].[Ca]